O=C1NC=2N(C3(C1)CCCCC3)C=3N=C(N=CC3C2)NC2=CC=C(C=C2)S(=O)(=O)N 4-((7'-oxo-7',8'-dihydro-6'H-spiro[cyclohexane-1,9'-pyrrolo[1,5-a:2,3-d']dipyrimidin]-2'-yl)amino)benzenesulfonamide